N1=CC(=NC=C1)N1CC=NC=C1 3,4-bIpyrazine